C(C)(C)(C)C1=CC(=CC2=CC=CC=C12)C1=NC=CC2=C1SC1=C2C=CC(=C1)CC(C)(C)C 1-(4-(tert-butyl)naphthalen-2-yl)-7-neopentyl-benzo[4,5]thieno[2,3-c]pyridine